NC=1C(=NN(C(C1)=O)C=1C=NN(C1)C)C(=O)OC Methyl 4-amino-1-(1-methylpyrazol-4-yl)-6-oxo-pyridazine-3-carboxylate